ClC1=C(OC2CC3(CN(C3)C(=O)N3CC4(C3)CC(C4)N4N=C(N=C4)C4CC4)C2)C=CC(=C1)F (6-(2-chloro-4-fluorophenoxy)-2-azaspiro[3.3]heptan-2-yl)(6-(3-cyclopropyl-1H-1,2,4-triazol-1-yl)-2-azaspiro[3.3]heptan-2-yl)methanone